N-(1-(5-chloro-6-methoxypyridin-3-yl)-3-(1,3-dioxan-2-yl)propyl)-2-methylpropane-2-sulfinamide ClC=1C=C(C=NC1OC)C(CCC1OCCCO1)NS(=O)C(C)(C)C